(2s,6s)-4-(2,7-dichloro-8-fluoro-pyrido[4,3-d]pyrimidin-4-yl)-2,6-dimethyl-piperazine-1-carboxylic acid tert-butyl ester C(C)(C)(C)OC(=O)N1[C@H](CN(C[C@@H]1C)C=1C2=C(N=C(N1)Cl)C(=C(N=C2)Cl)F)C